C(C)(C)(C)OC(CN1CCC(CC1)C1=C2CCCN(C2=CC=C1)C1C(NC(CC1)=O)=O)=O 2-[4-[1-(2,6-dioxo-3-piperidinyl)-3,4-dihydro-2H-quinolin-5-yl]-1-piperidinyl]acetic acid tert-butyl ester